1-(2-(2-((3R,4R)-3-Amino-4-fluoropiperidin-1-yl)-5,6-difluoro-1H-benzo[d]imidazol-1-yl)acetyl)-N-isopropyl-N-methylpiperidin-4-carboxamid N[C@@H]1CN(CC[C@H]1F)C1=NC2=C(N1CC(=O)N1CCC(CC1)C(=O)N(C)C(C)C)C=C(C(=C2)F)F